2-(3-chloro-5-(isobutyryloxy)benzylideneamino)-3-(4-hydroxyphenyl)propanoic acid ClC=1C=C(C=NC(C(=O)O)CC2=CC=C(C=C2)O)C=C(C1)OC(C(C)C)=O